COC(C(C)(C)C)=O 2,2-dimethylpropionic acid methyl ester